3-[4-[3-[[1-(4-amino-2-ethyl-5-methoxy-phenyl)-4-piperidyl]-methyl-amino]propylamino]-1-oxo-isoindolin-2-yl]piperidine-2,6-dione NC1=CC(=C(C=C1OC)N1CCC(CC1)N(CCCNC1=C2CN(C(C2=CC=C1)=O)C1C(NC(CC1)=O)=O)C)CC